2,2,2-trifluoro-N-[3-(4-piperidyl)isoxazol-5-yl]acetamide FC(C(=O)NC1=CC(=NO1)C1CCNCC1)(F)F